NCCCCNC(CNC(=O)N1C=CC2=C1N=CN=C2N(C)[C@H]2CN(CC[C@H]2C)C(CC#N)=O)=O N-[2-(4-aminobutylamino)-2-oxo-ethyl]-4-[[(3R,4R)-1-(2-cyanoacetyl)-4-methyl-3-piperidinyl]-methyl-amino]pyrrolo[2,3-d]pyrimidine-7-carboxamide